6-aminobenzoate NC1=CC=CC=C1C(=O)[O-]